C(C)N(CC)C=1C(=C(C(=C(C(=O)O)C1)CCCCCC)C(C1=CC=CC=C1)=O)O.C(C)N(C(CCC)=S)C1=C(N=C(S1)C=1C=NC=CC1)C N-ethyl-N-[4-methyl-2-(3-pyridinyl)thiazol-5-yl]-3-methylthiopropanamide N,N-diethylaminohydroxybenzoyl-n-hexylbenzoate